benzyl (3R,6S)-3,6-dibenzyl-8-ethyl-4,7-dioxohexahydropyrazino[2,1-c][1,2,4]oxadiazine-1(6H)-carboxylate C(C1=CC=CC=C1)[C@@H]1C(N2C(N(O1)C(=O)OCC1=CC=CC=C1)CN(C([C@@H]2CC2=CC=CC=C2)=O)CC)=O